C(C)(C)(C)OC(=O)C=CC1=CC=CC=C1 t-butoxycarbonylstyrene